N-{(6R)-2-[4-(2,6-difluorophenyl)-5-fluoro-6-(methoxymethyl)-1,2-benzoxazol-3-yl]-7,7-difluoro-3-oxo-2,5,6,7-tetrahydro-3H-pyrrolo[1,2-c]imidazol-6-yl}ethanesulfonamide FC1=C(C(=CC=C1)F)C1=C(C(=CC2=C1C(=NO2)N2C(N1C(=C2)C([C@@H](C1)NS(=O)(=O)CC)(F)F)=O)COC)F